C(C)OC(=O)C=1N=C(SC1C(C)(F)F)Br 2-bromo-5-(1,1-difluoroethyl)thiazole-4-carboxylic acid ethyl ester